O=C1NC2=C(N(CC1)C(=O)OC(C)(C)C)C=CC=C2 tert-Butyl 4-oxo-2,3,4,5-tetrahydro-1H-benzo[b][1,4]diazepine-1-carboxylate